2-(trimethylsilyl)ethyl 6-(3,5-dinitrobenzamido)hexanoate [N+](=O)([O-])C=1C=C(C(=O)NCCCCCC(=O)OCC[Si](C)(C)C)C=C(C1)[N+](=O)[O-]